The molecule is a member of the class of benzimidazoles that is 1H-benzimidazole which is substituted by a 8-(4-aminopiperidin-1-yl)quinolin-2-yl group at position 1 and by a (3-methyloxetan-3-yl)methoxy group at position 5. It is an inhibitor of type III tyrosine kinases, PDGFRalpha/beta and FLT3 (IC50 of 11, 3.2, and 4 nM). Currently under clinical development for the treatment of acute myeloid leukemia. It has a role as an EC 2.7.10.1 (receptor protein-tyrosine kinase) inhibitor, an angiogenesis inhibitor, an antineoplastic agent and an apoptosis inducer. It is a member of benzimidazoles, an aromatic ether, a member of quinolines, a member of oxetanes, an aminopiperidine and a tertiary amino compound. CC1(COC1)COC2=CC3=C(C=C2)N(C=N3)C4=NC5=C(C=CC=C5N6CCC(CC6)N)C=C4